ClC1=C(C(=NN1C)C)C1=NC=CC(=N1)NC=1N=CC2=C(C=CC(=C2C1)C(C)C)N1[C@@H]([C@H](C1)CS(=O)(=O)C)C N-(2-(5-chloro-1,3-dimethyl-1H-pyrazol-4-yl)pyrimidin-4-yl)-5-isopropyl-8-((2r,3s)-2-methyl-3-((methylsulfonyl)methyl)azetidin-1-yl)isoquinolin-3-amine